O=C1N(CC(N1C1=CC=C(C=C1)C(F)(F)F)=O)CCCC1=CC(=C(OC(C(=O)OCC)(C)C)C(=C1)C)C Ethyl 2-(4-(3-(2,4-dioxo-3-(4-(trifluoromethyl)phenyl) imidazolidin-1-yl)propyl)-2,6-dimethylphenoxy)-2-methylpropionate